CC1=CC=C(C=C1)S(=O)(=O)O.FC=1C=C(C=CC1OC1=CC=NC2=CC(=CC=C12)OCC(C)(C)O)NC(=O)C=1C(N(N(C1C)C)C1=CC=CC=C1)=O N-(3-fluoro-4-((7-(2-hydroxy-2-methylpropoxy)quinolin-4-yl)oxy)phenyl)-1,5-dimethyl-3-oxo-2-phenyl-2,3-dihydro-1H-pyrazole-4-carboxamide p-toluenesulfonate